ClC1=CC=CC=C1N([N+]#N)Br 6-chloro(bromo)anilinediazonium